C(C)(C)(C)OC(=O)N1[C@H](CC(=CC1)OS(=O)(=O)C(F)(F)F)C (S)-2-methyl-4-(((trifluoromethyl)sulfonyl)oxy)-3,6-dihydropyridine-1(2H)-carboxylic acid tert-butyl ester